FC(N1N=CC(=C1C)S(=O)(=O)NC1=CC(=C(C(=C1)O)N1S(NC(C1)=O)(=O)=O)F)F 1-(difluoromethyl)-N-[4-(1,1-dioxido-4-oxo-1,2,5-thiadiazolidin-2-yl)-3-fluoro-5-hydroxyphenyl]-5-methyl-1H-pyrazole-4-sulfonamide